ClC1=C(OC2(CCC2)C(=O)OCC(=O)OCC=C)C=C(C(=C1)F)N1C(N(C(=CC1=O)C(F)(F)F)C)=O (2-allyloxy-2-oxo-ethyl) 1-[2-chloro-4-fluoro-5-[3-methyl-2,6-dioxo-4-(trifluoromethyl)pyrimidin-1-yl]phenoxy]cyclobutanecarboxylate